C[Si](CCOCN1C=C2CC=3CCN=CC3C1=C2)(C)C 1-((2-(trimethylsilyl)ethoxy)methyl)-1,3,4,5-tetrahydropyrrolo[4,3,2]isoquinoline